benzyl (2-(2-(3,4-difluorophenyl)-6-(((1R,5S,6s)-3-(3-(hydroxymethyl)-1-(pyrimidin-2-yl)-1H-pyrazole-4-carbonyl)-3-azabicyclo[3.1.0]hexan-6-yl)oxy)pyridin-4-yl)propan-2-yl)carbamate FC=1C=C(C=CC1F)C1=NC(=CC(=C1)C(C)(C)NC(OCC1=CC=CC=C1)=O)OC1[C@@H]2CN(C[C@H]12)C(=O)C=1C(=NN(C1)C1=NC=CC=N1)CO